OC1[C@](O)([C@@H](O)[C@H](O)[C@H](O)CO)O1 epoxy-sorbitol